6-(1H-pyrazolo[3,4-b]pyridine-5-carbonyl)-N-(3-(trifluoromethyl)phenyl)-4,5,6,7-tetrahydrothieno[2,3-c]pyridine-3-carboxamide N1N=CC=2C1=NC=C(C2)C(=O)N2CC1=C(CC2)C(=CS1)C(=O)NC1=CC(=CC=C1)C(F)(F)F